3-(2,3,4,5-tetrafluoro-6-((2-fluoro-4-iodophenyl)amino)benzoylamino)azetidine-1-carboxylic acid tert-butyl ester C(C)(C)(C)OC(=O)N1CC(C1)NC(C1=C(C(=C(C(=C1NC1=C(C=C(C=C1)I)F)F)F)F)F)=O